FC=1C=C(C(=NC1)OC)[C@@H]1N(CCC1)C1=NC=2N(C=C1)N=CC2C(=O)NCCO (R)-5-(2-(5-fluoro-2-methoxypyridin-3-yl)pyrrolidin-1-yl)-N-(2-hydroxyethyl)pyrazolo[1,5-a]pyrimidine-3-carboxamide